cyclopropanecarboxylic acid (E)-2-((3,5-dimethylhex-3-en-2-yl) oxy)-2-methylpropyl ester C/C(/C(C)OC(COC(=O)C1CC1)(C)C)=C\C(C)C